C(C)N1CC2([C@](C1=O)(C(=O)OCC)C)C=C(C(C(=C2)OC)=O)OC Ethyl (R)-2-ethyl-7,9-dimethoxy-4-methyl-3,8-dioxo-2-azaspiro[4.5]deca-6,9-diene-4-carboxylate